5-methyl-6-(1,3-oxazol-2-yl)-1-[(2R)-2-phenyl-2-(prop-2-yloxy)ethyl]-3-(1H-1,2,3,4-tetrazol-5-ylmethyl)-1H,2H,3H,4H-thieno[2,3-d]pyrimidine-2,4-dione CC1=C(SC=2N(C(N(C(C21)=O)CC2=NN=NN2)=O)C[C@H](OC(C)C)C2=CC=CC=C2)C=2OC=CN2